(S)-3-(1-amino-1,3-dihydrospiro[indene-2,4'-piperidin]-1'-yl)-6-(2,3-dichlorophenyl)pyrazine-2-carboxylic acid methyl ester COC(=O)C1=NC(=CN=C1N1CCC2(CC1)[C@@H](C1=CC=CC=C1C2)N)C2=C(C(=CC=C2)Cl)Cl